C(#N)C=1C=C(C=NC1N1N=CC=N1)NC(=O)C=1C=NN(C1C(F)(F)F)C1=C2C(=NC=C1)C=C(O2)C N-(5-Cyano-6-(2H-1,2,3-triazol-2-yl)pyridin-3-yl)-1-(2-methylfuro[3,2-b]-pyridin-7-yl)-5-(trifluoromethyl)-1H-pyrazol-4-carboxamid